aluminum silicate, cerium salt [Ce+3].[Si]([O-])([O-])([O-])[O-].[Al+3]